N[C@H]1CN(C[C@@H](C1)F)C(=O)C=1C=C(C2=C(SC(=C2C)C2=CC=3C(=NC=CC3)N2CC2CC2)C1)OC ((3R,5R)-3-amino-5-fluoropiperidin-1-yl)(2-(1-(cyclopropylmethyl)-1H-pyrrolo[2,3-b]pyridin-2-yl)-4-methoxy-3-methylbenzo[b]thiophen-6-yl)methanone